N1(C=NC=C1)CCCNC=1N=C(C2=C(N1)C(=NC(=N2)N(CCOC)CCOC)N2CCC(CC2)OC)N2CCC(CC2)OC N2-(3-(1H-imidazol-1-yl)propyl)-N6,N6-bis(2-methoxyethyl)-4,8-bis(4-methoxypiperidin-1-yl)pyrimido[5,4-d]pyrimidine-2,6-diamine